2,2-difluoro-2-(4-fluorophenyl)acetamide FC(C(=O)N)(C1=CC=C(C=C1)F)F